C(C)OC(NC1=CC=C(C=C1)OCC)=O (4-ethoxyphenyl)-carbamic acid ethyl ester